C(C)(=O)C1=CC=C(CCO)C=C1 4-acetyl-phenethyl alcohol